N-[(5-chlorothiophen-2-yl)methyl]-1-(4-methyloxane-4-carbonyl)-3-(pyrrolidin-2-yl)-1H-pyrazol-5-amine ClC1=CC=C(S1)CNC1=CC(=NN1C(=O)C1(CCOCC1)C)C1NCCC1